(3R,4S)-1-[(tert-Butoxy)carbonyl]-4-methylpiperidine-3-carboxylic acid C(C)(C)(C)OC(=O)N1C[C@@H]([C@H](CC1)C)C(=O)O